C(C)(C)(C)OC(=O)NS(=O)(=O)N(C1CC2(CN(C2)C(=O)OC(C)(C)C)C1)CC(C)(C)C tert-butyl 6-((N-(tert-butoxycarbonyl)sulfamoyl)(neopentyl)amino)-2-azaspiro[3.3]heptane-2-carboxylate